BrC(C(=O)OC(C)(C)C)C1=C(C=CC(=C1)F)C1C(COCC1)(C)C tert-butyl 2-bromo-2-(2-(3,3-dimethyltetrahydro-2H-pyran-4-yl)-5-fluorophenyl)acetate